2-hydroxy-4-hexadecyloxy-benzophenone OC1=C(C(=O)C2=CC=CC=C2)C=CC(=C1)OCCCCCCCCCCCCCCCC